2-[(2-bromo-3-fluoro-4-pyridinyl)methyl]-3-oxo-butanoic acid ethyl ester C(C)OC(C(C(C)=O)CC1=C(C(=NC=C1)Br)F)=O